CN1C(N(C2=NC(=NC=C12)NC=1C=C2C=CC=NC2=CC1C)C1CCN(CC1)C)=O 7-methyl-9-(1-methylpiperidin-4-yl)-2-((7-methylquinolin-6-yl)amino)-7,9-dihydro-8H-purin-8-one